OC1=C(C(=O)C2=CC=CC=C2)C=CC(=C1)OCCOC(C(=C)C)=O 2-hydroxy-4-(methacryloyloxyethoxy)benzophenone